perfluoro-4-ethylcyclohexanesulphonate FC1(C(C(C(C(C1(F)F)(F)F)(C(C(F)(F)F)(F)F)F)(F)F)(F)F)S(=O)(=O)[O-]